C(C)(C)(C)OC(=O)N1CCC2(CC1)CCN(CC2)C2=CC=C(C=C2)N 9-(4-aminophenyl)-3,9-diazaspiro[5.5]undecane-3-carboxylic acid tert-butyl ester